C(C=C)(=O)N1[C@@H](CCC1)/C=C/C=1C(=NC=NC1N)C=1C(=C(C=C(C1)F)N1C(C=2N(CC1)C1=C(C2)CC(C1)(C)C)=O)C (S,E)-2-(3-(5-(2-(1-acryloylpyrrolidin-2-yl)vinyl)-6-aminopyrimidin-4-yl)-5-fluoro-2-methylphenyl)-7,7-dimethyl-3,4,7,8-tetrahydro-2H-cyclopenta[4,5]pyrrolo[1,2-a]pyrazin-1(6H)-one